4-chlorophenyl (5R)-3,3-difluoro-5-(2-oxo-1,3-oxazinan-3-yl)piperidine-1-carboxylate FC1(CN(C[C@@H](C1)N1C(OCCC1)=O)C(=O)OC1=CC=C(C=C1)Cl)F